C(=O)O.O=C1C2CC2C(N1CC1=CC2=NC=CC(=C2S1)C=1C=C(C=C2CCCN(C12)[C@H]1CNC2(C1)CCCC2)C#N)=O 8-(2-((2,4-dioxo-3-azabicyclo[3.1.0]hexan-3-yl)methyl)thieno[3,2-b]pyridin-7-yl)-1-((R)-1-azaspiro[4.4]nonan-3-yl)-1,2,3,4-tetrahydroquinoline-6-carbonitrile, formic acid salt